ClC1=CC=C(C=C1)N(S(=O)(=O)C)CC1=C(C=C(C=C1)C=1OC(=NN1)C(F)(F)F)F N-(4-chlorophenyl)-N-(2-fluoro-4-(5-(trifluoromethyl)-1,3,4-oxadiazol-2-yl)benzyl)methanesulfonamide